C(C)OC(\C(=C/OCC)\C(C1=C(C=C(C(=C1)Cl)F)F)=O)=O (Z)-2-(5-chloro-2,4-difluorobenzoyl)-3-ethoxyacrylic acid ethyl ester